2-(2-amino-1,3-thiazol-4-yl)-1-(4-cyclohexylpiperazin-1-yl)ethanone NC=1SC=C(N1)CC(=O)N1CCN(CC1)C1CCCCC1